N-[(1'S,14R)-6-chloro-19-fluoro-spiro[8,12-dioxa-21-azatetracyclo[14.3.1.110,13.02,7]henicosa-1(19),2,4,6,10,13(21),16(20),17-octaene-14,3'-cyclopentane]-1'-yl]methanesulfonamide ClC=1C=CC=C2C3=C(C=CC(C[C@]4(C[C@H](CC4)NS(=O)(=O)C)C=4OC=C(COC12)N4)=C3)F